C(=O)OC1=C(C=CC=C1)SNN hydrazinothio-phenyl formate